(S)-3-(4-fluoro-3'-methoxybiphenyl-3-yl)-3-(3-(4-hydroxy-1,6-dimethyl-2-oxo-1,2-dihydropyridin-3-yl)ureido)propanoic acid ethyl ester C(C)OC(C[C@H](NC(=O)NC=1C(N(C(=CC1O)C)C)=O)C=1C=C(C=CC1F)C1=CC(=CC=C1)OC)=O